ClC1=CC=2OCCC3N(C2N=C1)CCC(C3)N3C(CCCC3)=O 1-(3-chloro-7,7a,8,9,10,11-hexahydro-6H-dipyrido[3,2-b:1',2'-d][1,4]oxazepin-9-yl)-2-oxopiperidin